tert-butyl (3S)-3-[4-(2,5-difluoro-4-hydroxy-anilino)pyrido[3,2-d]pyrimidin-6-yl]oxypyrrolidine-1-carboxylate FC1=C(NC=2C3=C(N=CN2)C=CC(=N3)O[C@@H]3CN(CC3)C(=O)OC(C)(C)C)C=C(C(=C1)O)F